NC1=NC2=CC=CC=C2C(=C1)B(O)O (2-aminoquinolin-4-yl)boronic acid